NC=1C=NN(C1)[C@@H](C#N)C |r| (+-)-2-(4-Aminopyrazol-1-yl)propionitrile